methyl (R)-6-chloro-3-((1-(2,3,6-trimethyl-4-oxo-3,4-dihydroquinazolin-8-yl)ethyl)amino)picolinate ClC1=CC=C(C(=N1)C(=O)OC)N[C@H](C)C=1C=C(C=C2C(N(C(=NC12)C)C)=O)C